methyl 1-(azetidin-1-ylmethyl)-8-chloro-6-(2-fluorophenyl)-4H-imidazo[1,2-a][1,4]benzodiazepine-2-carboxylate N1(CCC1)CC1=C(N=C2N1C1=C(C(=NC2)C2=C(C=CC=C2)F)C=C(C=C1)Cl)C(=O)OC